Ethyl-1-(2-cyclopropyl-1-phenylethyl)-1H-pyrazole-4-carboxylate C(C)OC(=O)C=1C=NN(C1)C(CC1CC1)C1=CC=CC=C1